azido-2'-deoxy-adenosine triphosphate P(O)(=O)(OP(=O)(O)OP(=O)(O)O)OC[C@@H]1[C@H](C[C@@](O1)(N1C=NC=2C(N)=NC=NC12)N=[N+]=[N-])O